(1S,3aR,6aS)-2-((S)-2-acetamido-3,3-dimethylbutanoyl)-N-((S)-1-(cyclopropylamino)-1,2-dioxohexan-3-yl)octahydrocyclopenta[c]pyrrole-1-carboxamide C(C)(=O)N[C@H](C(=O)N1[C@@H]([C@@H]2[C@H](C1)CCC2)C(=O)N[C@H](C(C(=O)NC2CC2)=O)CCC)C(C)(C)C